1-methyl-2-(1-methyl-5-nitro-pyrazol-3-yl)benzimidazole CN1C(=NC2=C1C=CC=C2)C2=NN(C(=C2)[N+](=O)[O-])C